pentakis(trifluoromethyl)cyclopentadienide FC(F)(F)C1=C(C(=C([C-]1C(F)(F)F)C(F)(F)F)C(F)(F)F)C(F)(F)F